3-((3R,4S)-3-fluoro-4-((4-methoxy-5-(1-(2,2,2-trifluoroethyl)-1H-benzo[d][1,2,3]triazol-6-yl)pyrrolo[2,1-f][1,2,4]triazin-2-yl)amino)piperidin-1-yl)oxetane-3-carbonitrile F[C@@H]1CN(CC[C@@H]1NC1=NN2C(C(=N1)OC)=C(C=C2)C=2C=CC1=C(N(N=N1)CC(F)(F)F)C2)C2(COC2)C#N